[3-(cyclopropylmethoxy)-4-(difluoromethoxy)phenethyl]pyridin-2-ol C1(CC1)COC=1C=C(CCC=2C(=NC=CC2)O)C=CC1OC(F)F